1,6,9,12-tetraazabicyclo[11.3.1]heptadecane N12CCCCNCCNCCNC(CCC1)C2